ClC(OC1=CC=C(C=C1)NC(=O)C1=CC=2C3C(N(C2C(=C1)C1=CC=NN1)C(C)C)C(CC3)N3S(CCC3)(=O)=O)(F)F N-(4-(chlorodifluoromethoxy)phenyl)-3-(1,1-dioxidoisothiazolidin-2-yl)-4-isopropyl-5-(1H-pyrazol-5-yl)-1,2,3,3a,4,8b-hexahydrocyclopenta[b]indole-7-carboxamide